C(C)(C)(C)OC(C(=CC(CF)(C)C)NC(=O)OC(C)(C)C)=O 2-(tert-Butoxycarbonylamino)-5-fluoro-4,4-dimethyl-pent-2-enoic acid tert-butyl ester